tert-Butyl 3-((4-hydroxypyrido[3,4-d]pyridazin-1-yl)methyl)piperidine-1-carboxylate tert-Butyl-3-methylenepiperidine-1-carboxylate C(C)(C)(C)OC(=O)N1CC(CCC1)=C.OC=1N=NC(=C2C1C=NC=C2)CC2CN(CCC2)C(=O)OC(C)(C)C